(1r,4r)-4-(8-(2-chloro-4-cyano-6-fluorophenylamino)-2-(cyclopentylamino)-9H-purin-9-yl)-1-methylcyclohexanecarboxamide ClC1=C(C(=CC(=C1)C#N)F)NC=1N(C2=NC(=NC=C2N1)NC1CCCC1)C1CCC(CC1)(C(=O)N)C